OC(=O)C(F)(F)F.C1(CCCC1)CC(=O)N1CC2=C(CC1)N=C(S2)N2[C@@H](CNCC2)CO (S)-2-cyclopentyl-1-(2-(2-(hydroxymethyl)piperazin-1-yl)-6,7-dihydrothiazolo[5,4-c]pyridin-5(4H)-yl)ethan-1-one TFA salt